N-(6-(2H-1,2,3-triazol-2-yl)-5-(trifluoromethyl)pyridin-3-yl)-2'-amino-5-chloro-2,4'-difluoro-[1,1'-biphenyl]-4-carboxamide N=1N(N=CC1)C1=C(C=C(C=N1)NC(=O)C1=CC(=C(C=C1Cl)C1=C(C=C(C=C1)F)N)F)C(F)(F)F